cis-tert-butyl 5-(6-(cyclopropylcarbamoyl)pyridin-3-yl)-2,5-diazabicyclo[4.2.0]octane-2-carboxylate C1(CC1)NC(=O)C1=CC=C(C=N1)N1CCN([C@@H]2CC[C@H]12)C(=O)OC(C)(C)C